C(N)([O-])=O.[S+2].[Fe+2].C(N)([O-])=O.C(N)([O-])=O.C(N)([O-])=O iron sulfur carbamate